methyl (S)-2-((2-(2,6-difluoro-4-(thiophen-2-yl)phenyl)-7-methylimidazo[1,2-a]pyridin-3-yl)methyl)morpholine-4-carboxylate FC1=C(C(=CC(=C1)C=1SC=CC1)F)C=1N=C2N(C=CC(=C2)C)C1C[C@H]1CN(CCO1)C(=O)OC